1-Ethyl-imidazole Dicyanamide salt [N-](C#N)C#N.C(C)N1C=NC=C1